tert-butyl-2-isocyano-1,1'-biphenyl C(C)(C)(C)C=1C(=C(C=CC1)C1=CC=CC=C1)[N+]#[C-]